sodium 1,2-benzoquinone C1(C(C=CC=C1)=O)=O.[Na]